1-[(1S,5R)-1-[4-(3,4-Dichloro-2-fluoro-anilino)quinazolin-6-yl]-3-azabicyclo[3.1.0]hexan-3-yl]prop-2-en-1-one ClC=1C(=C(NC2=NC=NC3=CC=C(C=C23)[C@]23CN(C[C@@H]3C2)C(C=C)=O)C=CC1Cl)F